3-[8-fluoro-6-(2-isopropylsulfanyl-3-pyridyl)thiochroman-2-yl]propionic acid FC=1C=C(C=C2CCC(SC12)CCC(=O)O)C=1C(=NC=CC1)SC(C)C